rac-trans-[3-(3,4-difluorophenyl)-4-methylol-pyrrolidino]-(3-pyridazin-4-yl-1H-pyrazol-5-yl)methanone FC=1C=C(C=CC1F)[C@@H]1CN(C[C@H]1CO)C(=O)C1=CC(=NN1)C1=CN=NC=C1 |r|